C(C)(C)(C)OC(=O)N1C(CC=2C1=CN=C(C2)OC)=O 5-methoxy-2-oxo-2,3-dihydro-pyrrolo[2,3-c]pyridine-1-carboxylic acid tert-butyl ester